norvaline aspartate N[C@@H](CC(=O)O)C(=O)O.N[C@@H](CCC)C(=O)O